ClC1=CC=C2C(=CNC2=C1F)S(=O)(=O)NC1=NC(=C(C=C1F)OCCF)F 6-chloro-N-[3,6-difluoro-5-(2-fluoroethoxy)pyridin-2-yl]-7-fluoro-1H-indole-3-sulfonamide